C(CC)N1CNC=C1 N-propyl-3H-imidazole